1-(6-((1s,4s)-1-hydroxy-4-(4-((3-(trifluoromethyl)benzoyl)glycyl)hexahydropyrrolo[3,2-b]pyrrol-1(2H)-yl)cyclohexyl)pyridin-3-yl)-N,N-dimethylazetidine-3-carboxamide OC1(CCC(CC1)N1C2C(CC1)N(CC2)C(CNC(C2=CC(=CC=C2)C(F)(F)F)=O)=O)C2=CC=C(C=N2)N2CC(C2)C(=O)N(C)C